BrC1=CC=C(C=C1)C1=NC=CC(=C1)C#N 2-(4-bromophenyl)-4-cyanopyridine